C(=O)[O-].FC1=CC=C(C=C1)C(CCC[N+]1(C[C@@H]2[C@@H](N3CCN(C=4C=CC=C2C34)C)CC1)COC(=O)OC(C)C)=O (6bR,10aS)-8-[4-(4-fluoro-phenyl)-4-oxo-butyl]-8-isopropoxycarbonyloxymethyl-3-methyl-2,3,6b,7,8,9,10,10a-octahydro-1H-pyrido[3',4':4,5]pyrrolo[1,2,3-de]quinoxalin-8-ium formate